5-Chloro-2-cyanopyridin-3-yl 3-[4-(2-aminothiazol-4-yl)-1H-1,2,3-triazol-1-yl]-3-deoxy-2-O-(3,5-difluoro-4-hydroxybenzyl)-1-thio-α-D-galactopyranoside NC=1SC=C(N1)C=1N=NN(C1)[C@@H]1[C@H]([C@@H](SC=2C(=NC=C(C2)Cl)C#N)O[C@@H]([C@@H]1O)CO)OCC1=CC(=C(C(=C1)F)O)F